5-[7-(3-hydroxy-3-methyl-cyclobutyl)-4-methyl-pyrrolo[2,3-c]pyridazin-3-yl]benzofuran-4-ol OC1(CC(C1)N1C=CC2=C1N=NC(=C2C)C2=CC=C1C(C=CO1)=C2O)C